ClCC(CNC=1C=C(C=NC1)C=1N=NN(C1)C(C)N1C(C=C(C=C1)N1C[C@@H](CCC1)NCC1CC1)=O)C(F)F 1-(1-(4-(5-((2-(chloromethyl)-3,3-difluoropropyl)amino)pyridin-3-yl)-1H-1,2,3-triazol-1-yl)ethyl)-4-((R)-3-((cyclopropylmethyl)amino)piperidin-1-yl)pyridin-2(1H)-one